carboxyethyl methacrylate C(C(=C)C)(=O)OCCC(=O)O